(4Z)-4-(1H-Benzimidazol-5-ylmethylene)-2-[[(1S,2S)-2-hydroxyindan-1-yl]amino]-1H-imidazol-5-one N1C=NC2=C1C=CC(=C2)\C=C\2/N=C(NC2=O)N[C@@H]2[C@H](CC1=CC=CC=C21)O